methyl 6-(bis(4-methoxybenzyl)amino)-2-methylthiazolo[4,5-b]pyrazine-5-carboxylate COC1=CC=C(CN(C=2N=C3C(=NC2C(=O)OC)N=C(S3)C)CC3=CC=C(C=C3)OC)C=C1